5-chloro-N-((1S,3R)-3-(2-(2-fluorophenoxy)-6-(1H-1,2,4-triazol-3-yl)-1H-imidazo[4,5-c]pyridin-1-yl)cyclohexyl)thiazole-2-carboxamide ClC1=CN=C(S1)C(=O)N[C@@H]1C[C@@H](CCC1)N1C(=NC=2C=NC(=CC21)C2=NNC=N2)OC2=C(C=CC=C2)F